4-amino-N,N-dimethylpiperidine-1-sulfonamide hydrochloride Cl.NC1CCN(CC1)S(=O)(=O)N(C)C